N-(biphenyl-2-yl)-N-[(3,3',5'-tri-tert-butyl)biphenyl-5-yl]-9,9-dimethyl-9H-fluoren-2-amine C1(=C(C=CC=C1)N(C1=CC=2C(C3=CC=CC=C3C2C=C1)(C)C)C=1C=C(C=C(C1)C1=CC(=CC(=C1)C(C)(C)C)C(C)(C)C)C(C)(C)C)C1=CC=CC=C1